4-methyl-2-oxocyclohexanecarboxylic acid (+-)-ethyl ester C(C)OC(=O)C1C(CC(CC1)C)=O